NC1=CC=C(C=C1)C(C)(C)C1=CC=C(C=C1)N 2,2-bis(4-aminophenyl)propane